NC=1C=2N(C3=C(N1)C=NC(=C3)C(=O)N3[C@H]1C4=C(O[C@@H](CC3)C1)C=C(C=C4)OC(F)(F)F)C=NC2 (4-aminoimidazo[1,5-a]pyrido[3,4-e]pyrazin-8-yl)((2S,6R)-9-(trifluoromethoxy)-3,4-dihydro-2H-2,6-methanobenzo[b][1,5]oxazocin-5(6H)-yl)methanone